P(=O)(OCC1=CC=CC=C1)(OCC1=CC=CC=C1)OCCC1=CNC2=CC=C(C=C12)C1(CC1)C(NC(C=1OC(=CC1)C)C1=C(C=C(C=C1)C)C)=O dibenzyl 2-[5-(1-{[(2,4-dimethylphenyl)(5-methylfuran-2-yl)methyl]carbamoyl} cyclopropyl)-1H-indol-3-yl]ethyl phosphate